FCCCNCCOC1=C(C=C(C(=C1)[C@H]1N([C@@H](CC2=C1NC1=CC=CC=C21)C)CC(F)(F)F)OC)F 3-fluoro-N-(2-(2-fluoro-4-methoxy-5-((1R,3R)-3-methyl-2-(2,2,2-trifluoroethyl)-2,3,4,9-tetrahydro-1H-pyrido[3,4-b]indol-1-yl)phenoxy)ethyl)propan-1-amine